4-(2-((6-aminopyridin-2-yl)amino)thiazol-4-yl)-2-methylbenzoic acid NC1=CC=CC(=N1)NC=1SC=C(N1)C1=CC(=C(C(=O)O)C=C1)C